5-furoic acid methyl ester COC(=O)C1=CC=CO1